m-aminoacetanilide NC=1C=C(NC(C)=O)C=CC1